NC1CCC(CC1)NC1=NC2=C(C=C(C=C2C=N1)C1=C(C=C(C=C1)N(S(=O)(=O)C1=C(C=CC=C1)Cl)C)C)O N-(4-(2-(((1r,4r)-4-amino-cyclohexyl)amino)-8-hydroxy-quinazolin-6-yl)-3-methylphenyl)-2-chloro-N-methyl-benzenesulfonamide